C1(CC1)C1=CC(=CC(=N1)N1C(C2=CC(=CC(=C2C1)C(F)(F)F)COC[C@@H]1N(CCC1)C)=O)C1=C(C=C(C=C1)F)C1=NN=CN1C 2-{6-Cyclopropyl-4-[4-fluoro-2-(4-methyl-1,2,4-triazol-3-yl)phenyl]pyridin-2-yl}-6-({[(2R)-1-methylpyrrolidin-2-yl]methoxy}methyl)-4-(trifluoromethyl)-3H-isoindol-1-one